1,3,5-tri(4-aminophenyl)-benzene NC1=CC=C(C=C1)C1=CC(=CC(=C1)C1=CC=C(C=C1)N)C1=CC=C(C=C1)N